Cl.Cl.N1(C=NC=C1)C=1C=C(C(=O)NC2CCNCC2)C=CN1 2-(1H-imidazol-1-yl)-N-(piperidin-4-yl)isonicotinamide dihydrochloride